(3e,8z)-tetradecadien-1-ylmethoxymethyl ether C(=C\C=C\CCCCCCCCCC)C(OC)OC(C=C\C=C\CCCCCCCCCC)OC